FC(C1=NC2=C(N1C1=NC(=NC(=N1)N1CCOCC1)NCC(N1CCCC1)C1=CC=CC=C1)C=CC=C2)F 4-(2-(difluoromethyl)-1H-benzo[d]imidazol-1-yl)-6-morpholino-N-(2-phenyl-2-(pyrrolidin-1-yl)ethyl)-1,3,5-triazin-2-amine